(1S,2R)-4-bromo-2-fluoro-7-methylsulfonyl-2,3-dihydro-1H-inden-1-ol BrC1=C2C[C@H]([C@H](C2=C(C=C1)S(=O)(=O)C)O)F